ClC=1C(=C2C(=NC1)NC(=N2)C2=CC=C(C=C2)N2CCN(CCC2)CCOC(C)C)NC2CCN(CC2)CC 6-Chloro-N-(1-ethylpiperidin-4-yl)-2-(4-{4-[2-(1-methylethoxy)ethyl]-1,4-diazepan-1-yl}phenyl)-3H-imidazo[4,5-b]pyridin-7-amine